2-(3-fluorophenyl)ethan-1-ol FC=1C=C(C=CC1)CCO